CC1=CC=2C3(C4=CC=C(C=C4OC2C=C1)N(CC)C1=CC=C(C=C1)C)OC(C1=CC=CC=C13)=O 2'-methyl-6'-(N-p-tolyl-N-ethyl-amino)spiro[isobenzofuran-1(3H),9'-[9H]xanthen]-3-one